O=C1NC(CC[C@@H]1N1C(C2=CC=C(C=C2C1=O)N1CCN(CC1)CCC1CCN(CC1)C(C1=CC(=C(C=C1)NCC1=CC=C(C=C1)C(F)(F)F)C=1N=CN(C1)C)=O)=O)=O 2-[(3S)-2,6-dioxo-3-piperidyl]-5-[4-[2-[1-[3-(1-methylimidazol-4-yl)-4-[[4-(trifluoromethyl)phenyl]methylamino]benzoyl]-4-piperidyl]ethyl]piperazin-1-yl]isoindoline-1,3-dione